methyl (2S,4S,6S)-6-(((benzyloxy)carbonyl)amino)spiro[3.3]heptane-2-carboxylate C(C1=CC=CC=C1)OC(=O)NC1CC2(CC(C2)C(=O)OC)C1